N(=C=O)[SiH3] Isocyanatosilan